dihydrothiazole-4-carboxylic acid mono-hydrochloride Cl.S1CNC(=C1)C(=O)O